NC1=NC=CC=C1S(=O)(=O)NC(=O)C=1C(=NC(=CC1)C1=CC(=CC(=C1)O)F)N1C(C[C@@H](C1)C)(C)C N-[(2-Amino-3-pyridyl)sulfonyl]-6-(3-fluoro-5-hydroxyphenyl)-2-[(4S)-2,2,4-trimethylpyrrolidin-1-yl]pyridin-3-carboxamid